C(C)(C)C1=CC=2C(C3=CC=CC=C3C(C2C=C1)=O)=O 2-isopropylanthraquinone